C(C1=C(C(=CC(=C1)C(C)(C)CC(C)(C)C)N1N=C2C(=N1)C=CC=C2)O)C2=C(C(=CC(=C2)C(C)(C)CC(C)(C)C)N2N=C1C(=N2)C=CC=C1)O 2,2'-methylenebis[6-(2h-benzotriazole-2-yl)-4-tert-octylphenol]